tert-butyl ((4,6-diisopropyl-5-(3-(N-trityl-6,7-dihydro-5H-pyrazolo[5,1-b][1,3]oxazine-3-sulfonimidoyl)ureido)pyridin-2-yl)methyl)(methyl)carbamate C(C)(C)C1=CC(=NC(=C1NC(=O)NS(=O)(=NC(C1=CC=CC=C1)(C1=CC=CC=C1)C1=CC=CC=C1)C=1C=NN2C1OCCC2)C(C)C)CN(C(OC(C)(C)C)=O)C